2-((S)-1-acryloyl-4-(8-fluoro-7-(4-fluoro-5,6,7,8-tetrahydronaphthalen-1-yl)-2-(((S)-1-methylpyrrolidin-2-yl)methoxy)pyridino[4,3-d]pyrimidin-4-yl)piperazin-2-yl)acetonitrile C(C=C)(=O)N1[C@H](CN(CC1)C=1C2=C(N=C(N1)OC[C@H]1N(CCC1)C)C(=C(N=C2)C2=CC=C(C=1CCCCC21)F)F)CC#N